(3,5-dimethylpiperazin-1-yl)-6-(4-((S)-1-phenylethoxy)phenyl)-7H-pyrrolo[2,3-d]pyrimidine CC1CN(CC(N1)C)C=1N=CC2=C(N1)NC(=C2)C2=CC=C(C=C2)O[C@@H](C)C2=CC=CC=C2